C(C)(C)(C)OC(=O)N1COC2=C(C1)C=CC(=C2C2=CC(=C(C=C2)C(=O)OC)N2CCOCC2)F 7-Fluoro-8-(4-methoxycarbonyl-3-morpholin-4-ylphenyl)-2,4-dihydro-1,3-benzoxazine-3-carboxylic acid tert-butyl ester